2-(3-(2-(2-((2-(2,6-dioxopiperidin-3-yl)-1-oxoisoindolin-5-yl)amino)ethoxy)ethoxy)-4-fluorophenyl)-N-(4-(indolin-5-yl)-5-methylthiazol-2-yl)acetamide O=C1NC(CCC1N1C(C2=CC=C(C=C2C1)NCCOCCOC=1C=C(C=CC1F)CC(=O)NC=1SC(=C(N1)C=1C=C2CCNC2=CC1)C)=O)=O